Ethyl 1-(3,5-difluorobenzyl)-4-oxopiperidine-3-carboxylate FC=1C=C(CN2CC(C(CC2)=O)C(=O)OCC)C=C(C1)F